5-bromo-4,4-dimethylchromane BrC1=C2C(CCOC2=CC=C1)(C)C